5-(1,2-oxazol-5-yl)thiophene-2-sulfonyl chloride O1N=CC=C1C1=CC=C(S1)S(=O)(=O)Cl